N-((1-(4-(trifluoromethyl)phenyl)-6-vinyl-1,2,3,4-tetrahydro-1,5-naphthyridin-3-yl)methyl)acetamide FC(C1=CC=C(C=C1)N1CC(CC2=NC(=CC=C12)C=C)CNC(C)=O)(F)F